NC(C#CC=1C(=NC=CC1Cl)N)(C)C 3-(3-amino-3-methylbutan-1-yn-1-yl)-4-chloropyridin-2-amine